1-(3-(4-((4-([1,2,4]triazolo[1,5-a]pyridin-7-yloxy)-3-methylphenyl)amino)pyrrolo[2,1-f][1,2,4]triazin-5-yl)-8-azabicyclo[3.2.1]octan-8-yl)-2-((dimethylamino)methyl)prop-2-en-1-one N=1C=NN2C1C=C(C=C2)OC2=C(C=C(C=C2)NC2=NC=NN1C2=C(C=C1)C1CC2CCC(C1)N2C(C(=C)CN(C)C)=O)C